N-allyl-2-((4-ethynyl-2-fluorophenyl)amino)-3,4-difluoro-5-((3-fluoro-2-((N-methylaminosulfonyl)amino)pyridin-4-yl)methyl)benzamide C(C=C)NC(C1=C(C(=C(C(=C1)CC1=C(C(=NC=C1)NS(=O)(=O)NC)F)F)F)NC1=C(C=C(C=C1)C#C)F)=O